1-(tert-butyl) 2-methyl (2R)-4-acetoxy-4-ethynylpyrrolidine-1,2-dicarboxylate C(C)(=O)OC1(C[C@@H](N(C1)C(=O)OC(C)(C)C)C(=O)OC)C#C